N-(2-(1-(4-nitrophenyl)piperidin-4-yl)propan-2-yl)acetamide [N+](=O)([O-])C1=CC=C(C=C1)N1CCC(CC1)C(C)(C)NC(C)=O